CN(C)CC1=NC2=C(C=CC=C2C=C1)NS(=O)(=O)C1=CC=C(C(=O)OC)C=C1 Methyl 4-(N-(2-((dimethylamino)methyl)quinolin-8-yl)sulfamoyl)benzoate